C(C)(C)N1C(=NN=C1)C1=CC=CC(=N1)N1C(N(CC1)C1=CC=NC=C1)=O 1-(6-(4-isopropyl-4H-1,2,4-triazol-3-yl)pyridin-2-yl)-3-(pyridin-4-yl)imidazolidin-2-one